[2-(5-phenyl-3-isoxazolyl)phenoxyl]acetic acid C1(=CC=CC=C1)C1=CC(=NO1)C1=C(OCC(=O)O)C=CC=C1